BrC1=C(C#N)C=CC(=C1F)OCC1=NC=CC=N1 2-bromo-3-fluoro-4-(pyrimidin-2-ylmethoxy)benzonitrile